CNC=1C2=C(N=C(N1)C1CN(CC1)C(=O)C1=CC=C(C=C1)N1CCC(CC1)C)CCNC2 [3-[4-(methylamino)-5,6,7,8-tetrahydropyrido[4,3-d]pyrimidin-2-yl]pyrrolidin-1-yl]-[4-(4-methyl-1-piperidyl)phenyl]methanone